2-(5-(cyclopropylmethyl)-3-(3'-fluoro-4'-hydroxy-[1,1'-biphenyl]-3-yl)-4-(3-fluoro-4-sulfamoylbenzyl)-1H-pyrazol-1-yl)thiazole-4-carboxylic acid C1(CC1)CC1=C(C(=NN1C=1SC=C(N1)C(=O)O)C=1C=C(C=CC1)C1=CC(=C(C=C1)O)F)CC1=CC(=C(C=C1)S(N)(=O)=O)F